BrC=1C=C(C=NC1)C1=NC=2N(C(=C1)Cl)N=CC2 5-(5-bromo-3-pyridinyl)-7-chloro-pyrazolo[1,5-a]Pyrimidine